ClC=1C=C2C(=NC1)NC(C21CC1)C 5'-Chloro-2'-methyl-1',2'-dihydrospiro[cyclopropane-1,3'-pyrrolo[2,3-b]pyridine]